6-(((1S,2S,4S)-2-(dimethylamino)-4-(3-(trifluoromethyl)phenyl)-cyclohexyl)oxy)-2-ethyl-N-(pyrimidin-4-yl)pyridine-3-sulfonamide CN([C@@H]1[C@H](CC[C@@H](C1)C1=CC(=CC=C1)C(F)(F)F)OC1=CC=C(C(=N1)CC)S(=O)(=O)NC1=NC=NC=C1)C